C1(CC1)C1=NN=C(O1)C=1C(=CC(=C(C1)NC(=O)C=1C=NN2C1C=CC=C2)C)F N-[5-(5-Cyclopropyl-1,3,4-oxadiazol-2-yl)-4-fluoro-2-methylphenyl]pyrazolo[1,5-a]pyridine-3-carboxamide